5-cyclopropyl-1-methyl-1H-imidazole-2-carbaldehyde C1(CC1)C1=CN=C(N1C)C=O